(S)-3-amino-2-pentanone hydrochloride Cl.N[C@H](C(C)=O)CC